C(C1=CC=CC=C1)OC(CC=1C=C(N2C1C1=CC(=C(C=C1CC2)OC)C=2N=NN(N2)C)C(=O)N2[C@](CCC2)(C(=O)N)C)(C)C (R)-1-(1-(2-(benzyloxy)-2-methylpropyl)-8-methoxy-9-(2-methyl-2H-tetrazol-5-yl)-5,6-dihydropyrrolo[2,1-a]isoquinoline-3-carbonyl)-2-methylpyrrolidine-2-carboxamide